COC1=C(C(=O)NCC2=CC=C(C=C2)C2=NN(C(=C2C(=O)N)NC)C2CCOCC2)C=CC=C1 3-[4-[[(2-methoxybenzoyl)amino]methyl]phenyl]-5-(methylamino)-1-tetrahydropyran-4-yl-pyrazole-4-carboxamide